C1(CC1)C1=NC(=NO1)C=1C=C(C(=[N+](C1)[O-])C1=NC2=C(N=NC(=C2)C(C(F)(F)F)(F)F)N1C)S(=O)(=O)CC 5-(5-cyclopropyl-1,2,4-oxadiazol-3-yl)-3-(ethanesulfonyl)-2-[7-methyl-3-(1,1,2,2,2-pentafluoroethyl)-7H-imidazo[4,5-c]pyridazin-6-yl]pyridin-1-ium-1-olate